7-((3R,4S)-4-((2,3-dihydrobenzo[b][1,4]dioxin-6-yl-2,2,3,3-d4)oxy)-3-fluoropiperidin-1-yl)-8-methyl-4H-pyrimido[1,2-b]pyridazin-4-one O1C2=C(OC(C1([2H])[2H])([2H])[2H])C=C(C=C2)O[C@@H]2[C@@H](CN(CC2)C=2C(=CC=1N(N2)C(C=CN1)=O)C)F